(R)-6-(3-hydroxypyrrolidin-1-yl)-5-(1H-1,2,3,4-tetrazol-5-yl)-N-(4-(chlorodifluoromethoxy)phenyl)nicotinamide O[C@H]1CN(CC1)C1=NC=C(C(=O)NC2=CC=C(C=C2)OC(F)(F)Cl)C=C1C1=NN=NN1